CN1N=C(C=CC1=O)COC=1C=C2C(=NC1)OC(=N2)C=2C=NC=CC2 2-Methyl-6-({[2-(pyridin-3-yl)-[1,3]oxazolo[5,4-b]pyridin-6-yl]oxy}methyl)-2,3-dihydropyridazin-3-one